tert-butyl 4-[4-(carbamoylamino)phenyl]piperazine-1-carboxylate C(N)(=O)NC1=CC=C(C=C1)N1CCN(CC1)C(=O)OC(C)(C)C